C(C)(C)(C)OC(=O)NCCCC[C@H](N)C(=O)[O-] N6-(tert-butoxycarbonyl)-L-lysinate